OC1=CC=C(C[Si](OCC)(OCC)OCC)C=C1 p-hydroxybenzyl-triethoxysilane